NC=1N=C(SC1C(=O)C1=CC=NC=C1)N(C1=CC(=C(C=C1)F)Cl)[C@@H](C(=O)N)C (R)-2-(N-[4-amino-5-(pyridine-4-carbonyl)thiazol-2-yl]-3-chloro-4-fluoro-anilino)propanamide